tert-butyl 4-[5-(2,6-dibenzyloxy-3-pyridyl)-4-fluoro-2-pyridyl]piperazine-1-carboxylate C(C1=CC=CC=C1)OC1=NC(=CC=C1C=1C(=CC(=NC1)N1CCN(CC1)C(=O)OC(C)(C)C)F)OCC1=CC=CC=C1